C(CCNC(=O)NC1=CC=CC=C1)NC(=O)NC1=CC=CC=C1 1,1'-(propane-1,3-diyl)bis(3-phenylurea)